FC1=CC=C(C=C1)C1=CC(=C(C=N1)CNC(C=C)=O)C=1N(C(C=CC1)=O)C N-((6'-(4-fluorophenyl)-1-methyl-6-oxo-1,6-dihydro-[2,4'-bipyridin]-3'-yl)methyl)acrylamide